C(CC=C)NC(C(C)C)=O N-(but-3-en-1-yl)isobutyramide